N-(4-(7-chloro-1-methyl-1,4-dihydropyrimido[4,5-d]pyrimidin-3(2H)-yl)-2-fluorophenyl)-1-(4-fluorophenyl)methanesulfonamide ClC1=NC=C2C(=N1)N(CN(C2)C2=CC(=C(C=C2)NS(=O)(=O)CC2=CC=C(C=C2)F)F)C